S(=O)(=O)(C)C(C(=O)O)NCC(=O)O mesyl-iminodiacetic acid